C(C1=CC=CC=C1)C1(C(C=C(C(=C1)Br)F)N)NC 1-benzyl-5-bromo-4-fluoro-N1-Methylbenzene-1,2-diamine